ClC/C=C/C(=O)NC1=C(C=C(C=C1)C(=O)C1=CC=C2C(=CC=CN12)C=1C=C2C=NN(C2=CC1C)C)C#N (2E)-4-chloro-N-{2-cyano-4-[8-(1,6-dimethyl-1H-indazol-5-yl)indolizin-3-carbonyl]phenyl}but-2-enamide